S1C(=NC=C1)C1=CC=CC=2N=COC21 7-(thiazol-2-yl)benzo[d]oxazole